FC(=C1CCC=2C(=C(C=CC12)C=1N=NC(=CC1C)N[C@H]1C[C@@H](CC1)O)O)F 1-(difluoromethylene)-5-(6-(((1R,3R)-3-hydroxycyclopentyl)amino)-4-methylpyridazin-3-yl)-2,3-dihydro-1H-inden-4-ol